CO[Si](CCCS)(C)C 3-(methoxydimethylsilyl)propylmercaptan